C(C)(C)(C)OC(=O)NC(C)C1=CC=NC2=C(C=C(C=C12)C1=NC(=NC=C1F)NC1=CC=C(C=N1)N1CCN(CC1)C(=O)OC(C)(C)C)F Tert-butyl 4-(6-((4-(4-(1-((tert-butoxycarbonyl)amino)ethyl)-8-fluoroquinolin-6-yl)-5-fluoropyrimidin-2-yl)amino)pyridin-3-yl)piperazine-1-carboxylate